2-(3,3,3-trifluoropropyl)-6,7-dihydro-5H-pyrrolo[1,2-b][1,2,4]triazole FC(CCC=1N=C2N(N1)CCC2)(F)F